NC1=NC(=CC(=N1)N1[C@@H](COCCC1)C=1C=C(C(=O)NC)C=CC1Cl)C |r| (±)-3-(4-(2-Amino-6-methylpyrimidin-4-yl)-1,4-oxazepan-3-yl)-4-chloro-N-methylbenzamide